tert-butyl (6-(2-(3-fluoropyridin-2-yl)-1-hydroxy-2-methylpropyl)pyridin-3-yl)carbamate FC=1C(=NC=CC1)C(C(O)C1=CC=C(C=N1)NC(OC(C)(C)C)=O)(C)C